Cl.C(C)[C@H]1OC2=C3C=CN=CC3=CC=C2CNC1 (R)-2-ethyl-2,3,4,5-tetrahydro-[1,4]oxazepino[7,6-f]isoquinoline hydrochloride